(R)-1-(1-(2,6-dichlorobenzyl)-1H-benzo[d]imidazol-2-yl)piperidin-3-amine ClC1=C(CN2C(=NC3=C2C=CC=C3)N3C[C@@H](CCC3)N)C(=CC=C1)Cl